trimethyl(4-methyl-4-penten-1-yl)-silane C[Si](CCCC(=C)C)(C)C